ClC1=NC(=C(C(=O)NC=2C=C(C=CC2)[S@](=O)(C)=NC(OC(C)(C)C)=O)C(=C1)C)N1CCC(CCC1)(F)F tert-butyl (R)-((3-(6-chloro-2-(4,4-difluoroazepan-1-yl)-4-methylnicotinamido) phenyl)(methyl)(oxo)-λ6-sulfaneylidene)carbamate